C(CCCC)C1CCC(CC1)=O para-amylcyclohexanone